6-(3-(((1R,2S,3S,5R)-2-fluoro-8-azabicyclo[3.2.1]oct-6-en-3-yl)oxy)-1,2,4-triazin-6-yl)isoquinolin-7-ol F[C@H]1[C@H]2C=C[C@@H](C[C@@H]1OC=1N=NC(=CN1)C=1C=C3C=CN=CC3=CC1O)N2